3-chloro-N-(prop-2-yne-1-yl)pyridinamide ClC=1C(=NC=CC1)C(=O)NCC#C